4-((S)-4-propenoyl-2-methylpiperazin-1-yl)-6-fluoro-7-(2-fluoro-6-hydroxyphenyl)-1-(2-methylnaphthalen-6-yl)pyrido[2,3-d]pyrimidin-2(1H)-one C(C=C)(=O)N1C[C@@H](N(CC1)C=1C2=C(N(C(N1)=O)C=1C=C3C=CC(=CC3=CC1)C)N=C(C(=C2)F)C2=C(C=CC=C2O)F)C